7-chloroisoquinoline-4-sulfonyl chloride ClC1=CC=C2C(=CN=CC2=C1)S(=O)(=O)Cl